N-((R)-1-(6-cyclopropyl-8-(3,5,5-trimethyl-2,4-dioxoimidazolidin-1-yl)imidazo[1,2-a]pyridin-2-yl)ethyl)-2-methylpropane-2-sulfinamide C1(CC1)C=1C=C(C=2N(C1)C=C(N2)[C@@H](C)NS(=O)C(C)(C)C)N2C(N(C(C2(C)C)=O)C)=O